C(C)(C)(C)C=1C=C(CN(C(CN(S(=O)(=O)C2=C(C(=C(C(=C2F)F)F)F)F)CC2=CC(=CC=C2)OC)=O)C2=CC(=C(C(=O)O)C=C2)O)C=C(C1)C1CC1 4-(N-(3-(tert-butyl)-5-cyclopropylbenzyl)-2-(N-(3-methoxybenzyl)-(2,3,4,5,6-pentafluoro-phenyl)sulfonamido)acetamido)-2-hydroxybenzoic acid